C(C)(C)(C)C=1C=C(C=CC1)[C@H]1C[C@@H](N(CC1)C(=O)C1CC2(C1)NC(OC2)=O)C (2S,4R)-2-((2S,4R)-4-(3-(tert-butyl)phenyl)-2-methylpiperidine-1-carbonyl)-7-oxa-5-azaspiro[3.4]octan-6-one